4-[4-(2,6-dioxopiperidin-3-yl)-2-fluorophenyl]-4-methoxycyclohexyl-acetaldehyde O=C1NC(CCC1C1=CC(=C(C=C1)C1(CCC(CC1)CC=O)OC)F)=O